(butylamino)-trimethylsilane C(CCC)N[Si](C)(C)C